C([2H])([2H])([2H])NC1=CC(N(C2=NC(=CC=C12)C(F)(F)F)C=1C(=NC=CC1)C)=O 4-((methyl-d3)amino)-1-(2-methylpyridin-3-yl)-7-(trifluoromethyl)-1,8-naphthyridin-2(1H)-one